1-(n-butoxy)-2-propanol C(CCC)OCC(C)O